N-[6-(benzyloxy)-8-fluoro-7-(1,1,4-trioxo-1λ6,2,5-thiadiazolidin-2-yl)-1,2,3,4-tetrahydronaphthalen-2-yl]-3-methylbutane-1-sulfonamide C(C1=CC=CC=C1)OC=1C=C2CCC(CC2=C(C1N1S(NC(C1)=O)(=O)=O)F)NS(=O)(=O)CCC(C)C